N1CC(C1)C#CC1=C(C2=C(N=CN=C2N)N1C(C)C)C1=CC=C(C=C1)OC1=CC=CC=C1 6-(azetidin-3-ylethynyl)-7-isopropyl-5-(4-phenoxyphenyl)-7H-pyrrolo[2,3-d]pyrimidin-4-amine